N1C[C@H](CC1)OC1=CC=NC=C1 (S)-4-(pyrrolidin-3-yloxy)pyridine